OCC(CC=1C(=NC=CC1)CNC(OC(C)(C)C)=O)CC tert-Butyl ((3-(2-(hydroxymethyl)butyl)pyridin-2-yl)methyl)carbamate